C(C)OC=1C(=NC(=C(C1)N1[C@@H](CN(CC1)C(=O)N1C(CCC1)(C(F)(F)F)C)CC)C(=O)N[C@H]1CNCC1)C=1C=NC=CC1 ethoxy-5-[(2R)-2-ethyl-4-[2-methyl-2-(trifluoromethyl)pyrrolidine-1-carbonyl]piperazin-1-yl]-N-[(3R)-pyrrolidin-3-yl]-[2,3'-bipyridine]-6-carboxamide